sodium 2,3-bis(((S)-4-(benzyloxy)-2-(((benzyloxy)carbonyl)amino)-4-oxobutanoyl)oxy)propyl ((R)-2,3-bis(tetradecanoyloxy)propyl) phosphate P(=O)(OCC(COC([C@H](CC(OCC1=CC=CC=C1)=O)NC(=O)OCC1=CC=CC=C1)=O)OC([C@H](CC(=O)OCC1=CC=CC=C1)NC(=O)OCC1=CC=CC=C1)=O)(OC[C@@H](COC(CCCCCCCCCCCCC)=O)OC(CCCCCCCCCCCCC)=O)[O-].[Na+]